FC1C(=C(C(=CC1(C(F)(F)F)F)F)F)C1=CC=CC=C1 2,3,5,6-tetrafluoro-3-(trifluoromethyl)-[1,1'-biphenyl]